5-Chloro-N-ethyl-4-hydroxy-2-oxo-N-phenyl-1,2-dihydroquinoline-3-carboxamide ClC1=C2C(=C(C(NC2=CC=C1)=O)C(=O)N(C1=CC=CC=C1)CC)O